N,N-bis(2-methoxyethyl)-5-phenyl-2-(pyridin-2-yl)thieno[2,3-d]pyrimidin-4-amine COCCN(C=1C2=C(N=C(N1)C1=NC=CC=C1)SC=C2C2=CC=CC=C2)CCOC